ONC(C1=CC=C(C=C1)NC([C@@H](C(C)C)C1=CC=CC=C1)=O)=O (S)-(r)-N-hydroxy-4-(3-methyl-2-phenylbutyrylamino)-benzamide